COC1=C(C=C(C=C1)NC1=NC=CC(=N1)N)C(F)(F)F N2-[4-methoxy-3-(trifluoromethyl)phenyl]pyrimidine-2,4-diamine